ClC1=CC=CC(=N1)C(C(C(=O)N)(F)F)O 3-(6-chloropyridin-2-yl)-2,2-difluoro-3-hydroxypropanamide